ClC1=C2C(=NC(=C1)N1CC3CCC(C1)O3)C(=NN2C)C2=NN(C=C2)C2OCCCC2 3-(7-Chloro-1-methyl-3-(1-(tetrahydro-2H-pyran-2-yl)-1H-pyrazol-3-yl)-1H-pyrazolo[4,3-b]pyridin-5-yl)-8-oxa-3-azabicyclo[3.2.1]octane